3-(1,2-dimethylpyrrolidin-2-yl)-N-((1,2,3,5,6,7-hexahydro-s-indacen-4-yl)carbamoyl)prop-1-ene-1-sulfonamide CN1C(CCC1)(C)CC=CS(=O)(=O)NC(NC1=C2CCCC2=CC=2CCCC12)=O